N-(6-((5-bromo-2-((2-chloro-5-methyl-4-(4-(4-methylpiperazin-1-yl)piperidine-1-yl)phenyl)amino)pyrimidin-4-yl)(methyl)amino)-2,3-dihydrobenzofuran-5-yl)-N-methylmethanesulfonamide BrC=1C(=NC(=NC1)NC1=C(C=C(C(=C1)C)N1CCC(CC1)N1CCN(CC1)C)Cl)N(C1=CC2=C(CCO2)C=C1N(S(=O)(=O)C)C)C